OC1CC(C(C1)CC1=C(C=CC(=C1)C)S(=O)(=O)[O-])CC1=C(C=CC(=C1)C)S(=O)(=O)[O-] (4-hydroxycyclopentane-1,2-diyl)bis(methylene)bis(4-methylbenzenesulfonate)